6-[5-[2-[tert-butyl-(dimethyl)silyl]oxyethyl]-2-pyridinyl]-7-fluoro-2-methyl-4-oxa-1-azatricyclo[7.3.1.05,13]tridec-an-5(13),6,8,11-tetraen-10-one C(C)(C)(C)[Si](OCCC=1C=CC(=NC1)C=1C=2OCC(N3C=CC(C(=CC1F)C32)=O)C)(C)C